C(C=C)(=O)OCCCCCCCCCCCCCCC[Si](Br)(Br)Br acryloxypentadecyltribromosilane